ClC1=C(C=CC(=C1)CN1CCCCC1)N1C=NC(=C1)C1=NC(=NC=C1C(F)(F)F)NC1CCN(CC1)S(=O)(=O)C 4-(1-(2-Chloro-4-(piperidin-1-ylmethyl)phenyl)-1H-imidazol-4-yl)-N-(1-(methylsulfonyl)piperidin-4-yl)-5-(trifluoromethyl)pyrimidin-2-amine